O[C@H]1CN(CC1)C1C=2N(CCC1)N=C(C2)C=2C(=C(C=CC2)C2=C(C(=CC=C2)NC=2N=CC=C1C=C(C=NC21)CN2C[C@@H](CC2)O)C)C (3R)-1-((8-((3'-(4-((R)-3-hydroxypyrrolidin-1-yl)-4,5,6,7-tetrahydropyrazolo[1,5-a]pyridin-2-yl)-2,2'-dimethyl-[1,1'-biphenyl]-3-yl)amino)-1,7-naphthyridin-3-yl)methyl)pyrrolidin-3-ol